(6Ar,10aR)-3-hex-5-ynyl-9-methyl-6-methylidene-6a,7,8,10a-tetrahydrobenzo[c]chromen-1-ol C(CCCC#C)C=1C=C(C=2[C@H]3[C@H](C(OC2C1)=C)CCC(=C3)C)O